CC=1C=C2C=CN=C(C2=C(C1)C)N[C@H]1CN(CCC1)C(=O)OC(C)(C)C tert-butyl (R)-3-((6,8-dimethylisoquinolin-1-yl)amino)piperidine-1-carboxylate